2-(6-(1-(methoxymethyl)cyclopropyl)pyridin-2-yl)ethan-1-amine COCC1(CC1)C1=CC=CC(=N1)CCN